COC(C(=O)C1CCN(CC1)C(=O)OCC1=CC=CC=C1)=O benzyl 4-(2-methoxy-2-oxoacetyl)piperidine-1-carboxylate